tert-butyl ((1R,3S)-3-(6-bromo-1H-imidazo[4,5-c]pyridin-1-yl)cyclohexyl)carbamate BrC1=CC2=C(C=N1)N=CN2[C@@H]2C[C@@H](CCC2)NC(OC(C)(C)C)=O